ClC=1C=C2C(=NN1)N(N=C2)[C@H]2CN(CCC2)C(=O)OC(C)(C)C tert-butyl (R)-3-(5-chloro-1H-pyrazolo[3,4-c]pyridazin-1-yl)piperidine-1-carboxylate